C1[C@@H]([C@H](O[C@@H]1N2C=NC3=C2NC(=NC3=S)N)CO)O alpha-Thiodeoxyguanosine